5-(6-(4-((6-methoxypyridin-3-yl)meth-yl)piperazin-1-yl)pyridin-3-yl)-7-(1-(2-morpholinoethyl)-1H-pyrazol-4-yl)imidazo[1,2-a]pyridine-3-carbonitrile COC1=CC=C(C=N1)CN1CCN(CC1)C1=CC=C(C=N1)C1=CC(=CC=2N1C(=CN2)C#N)C=2C=NN(C2)CCN2CCOCC2